COC(=O)C1(C(CN=C1C1=CC=CC=C1)CBr)Br 4-bromo-3-(bromomethyl)-5-phenyl-3,4-dihydro-2H-pyrrole-4-carboxylic acid methyl ester